2,2,4,6-tetramethylpiperazine CC1(NC(CN(C1)C)C)C